tert-butyl (R)-3-(6,7-dichloro-3-methyl-4-oxo-3,4-dihydroquinazolin-2-yl)piperidine-1-carboxylate ClC=1C=C2C(N(C(=NC2=CC1Cl)[C@H]1CN(CCC1)C(=O)OC(C)(C)C)C)=O